tert-butyl (S)-4-(7-bromo-6-chloro-8-cyclopropoxy-2-((1-methylpyrrolidin-2-yl) methoxy)quinazolin-4-yl)piperazin-1-carboxylate BrC1=C(C=C2C(=NC(=NC2=C1OC1CC1)OC[C@H]1N(CCC1)C)N1CCN(CC1)C(=O)OC(C)(C)C)Cl